ClC1=CC(=CN=N1)C(=O)NC1=C(C=C(C=C1)C#N)NC1CC1 6-Chloro-N-(4-cyano-2-(cyclopropylamino)phenyl)pyridazine-4-carboxamide